N-[3-fluoro-5-(trifluoromethyl)phenyl]-6-[[6-(methylamino)-3-pyridinyl]methyl]-5,7-dihydro-4H-thieno[2,3-c]pyridine-3-carboxamide FC=1C=C(C=C(C1)C(F)(F)F)NC(=O)C1=CSC=2CN(CCC21)CC=2C=NC(=CC2)NC